COC(C1CCN(CC1)C1=CC=C(C=C1)C1C=2C=CC(=CC2CCC1(C1=CC=CC=C1)C)O)OC 5-(4-(4-(dimethoxymethyl)piperidin-1-yl)phenyl)-6-methyl-6-phenyl-5,6,7,8-tetrahydronaphthalen-2-ol